(2-((2r,3s,4s,5s,6r)-6-ethynyl-3,4,5-trihydroxytetrahydro-2H-pyran-2-yl)ethyl)phosphonic acid C(#C)[C@@H]1[C@H]([C@H]([C@@H]([C@H](O1)CCP(O)(O)=O)O)O)O